FC=1C=C(C=CC1OC)C1=CN=C2N1C=CN=C2NC2=CC(=C(C(=O)N)C=C2)C 4-[[3-(3-fluoro-4-methoxyphenyl)imidazo[1,2-a]pyrazin-8-yl]amino]-2-methylbenzamide